ClC1=CC=C(C=C1)CC(=O)NC1=CC(=C(C=C1)C=1C=NC=C(C1)C(F)(F)F)S(N)(=O)=O 2-(4-chlorophenyl)-N-{3-sulfamoyl-4-[5-(trifluoromethyl)pyridin-3-yl]Phenyl}acetamide